(3R,4S,5S)-4-((S)-2-((((9H-Fluoren-9-yl)methoxy)carbonyl)amino)-N,3,3-trimethylbutanamido)-3-methoxy-5-methylheptanoic acid C1=CC=CC=2C3=CC=CC=C3C(C12)COC(=O)N[C@H](C(=O)N(C)[C@H]([C@@H](CC(=O)O)OC)[C@H](CC)C)C(C)(C)C